BrC1=CC=C(C=C1)[Si](C1=CC=CC=C1)(C1=CC=CC=C1)C1=CC(=CC=C1)Cl (4-bromophenyl)(3-chlorophenyl)diphenylsilane